C(C)(C)(C)OCCN(CCC(C(=O)O)NC(=O)N1[C@@H](CCC[C@H]1C)C)CCCCC1=NC=2NCCCC2C=C1 4-[2-tert-butoxyethyl-[4-(5,6,7,8-tetrahydro-1,8-naphthyridin-2-yl)butyl]amino]-2-[[(2R,6R)-2,6-dimethylpiperidine-1-carbonyl]amino]butanoic acid